CN(C(CN)C1=CSC=C1)C N1,N1-dimethyl-1-(thiophen-3-yl)ethane-1,2-diamine